6-nitro-1H-1,3-benzodiazole-5-carboxylic acid [N+](=O)([O-])C=1C(=CC2=C(NC=N2)C1)C(=O)O